COC1=C(CNC2=NC=3C=NC(=CC3C3=C2COC3)C(=O)O)C=CC(=C1)OC 4-((2,4-dimethoxybenzyl)amino)-1,3-dihydrofuro[3,4-c][1,7]naphthyridine-8-carboxylic acid